C[C@H](CCCC(C)C(=O)O)[C@H]1CC[C@@H]2[C@@]1(CC[C@H]3[C@H]2CC=C4[C@@]3(CC[C@@H](C4)O)C)C 3β-hydroxy-5-cholestenoic acid